(R)-3-amino-1-(2-((6-amino-9H-purin-9-yl)methyl)-4-fluoro-3-((S)-2,2,2-trifluoro-1-hydroxyethyl)phenyl)-N-cyclopropylpyrrolidine-3-carboxamide N[C@]1(CN(CC1)C1=C(C(=C(C=C1)F)[C@@H](C(F)(F)F)O)CN1C2=NC=NC(=C2N=C1)N)C(=O)NC1CC1